The molecule is a withanolide that is the 17alpha-hydroxy derivative of withanolide D. Isolated from Tubocapsicum anomalum and Withania somnifera, it exhibits cytotoxic activity. It has a role as an antineoplastic agent. It is a delta-lactone, a 20-hydroxy steroid, a 4-hydroxy steroid, an enone, an ergostanoid, a secondary alcohol, a tertiary alcohol, a withanolide, a 17alpha-hydroxy steroid and an epoxy steroid. It derives from a withanolide D. CC1=C(C(=O)O[C@H](C1)[C@@](C)([C@]2(CC[C@@H]3[C@@]2(CC[C@H]4[C@H]3C[C@@H]5[C@]6([C@@]4(C(=O)C=C[C@@H]6O)C)O5)C)O)O)C